O=C1NC(=CC(=C1)C1=CC(=NC=C1)NC(=O)N1CCCC1)C1=C(C=CC=C1)C(F)(F)F N-[4-[2-oxo-6-[2-(trifluoromethyl)phenyl]-1H-pyridin-4-yl]-2-pyridinyl]pyrrolidine-1-carboxamide